5-cyano-N-[2,4-difluoro-3-[1-(5-methyl-4H-1,2,4-triazol-3-yl)imidazo[1,5-a]pyrazin-6-yl]phenyl]-2-methoxypyridine-3-carboxamide C(#N)C=1C=C(C(=NC1)OC)C(=O)NC1=C(C(=C(C=C1)F)C=1N=CC=2N(C1)C=NC2C2=NN=C(N2)C)F